ClC1=C(C(=CC=C1)F)N1C=2N(C3=C(C1=O)C=NC(=N3)NC3=CC=C(C=C3)C3CCN(CC3)C)CCN2 6-(2-chloro-6-fluorophenyl)-2-((4-(1-methylpiperidin-4-yl)phenyl)amino)-8,9-dihydroimidazo[1,2-a]pyrimido[5,4-e]pyrimidin-5(6H)-one